N1(CCCC1)C1=CN=C2N1C=CC=C2 3-(pyrrolidin-1-yl)imidazo[1,2-a]pyridine